tert-butyl N-[2-[4-[6-(dimethylamino)pyridin-3-yl]phenyl]-1,3-benzothiazol-6-yl]-N-[2-[2-[2-[2-[2-(2-iodanylethoxy)ethoxy]ethoxy]ethoxy]ethoxy]ethyl]carbamate CN(C1=CC=C(C=N1)C1=CC=C(C=C1)C=1SC2=C(N1)C=CC(=C2)N(C(OC(C)(C)C)=O)CCOCCOCCOCCOCCOCCI)C